FC(COC(CO)CC)(F)F 2-(2,2,2-trifluoroethoxy)butan-1-ol